3-(6-(4-((4-(6-(3-methyl-4H-1,2,4-triazol-4-yl)pyridin-2-yl)piperazin-1-yl)methyl)benzyl)-2-oxobenzo[cd]indol-1(2H)-yl)piperidine-2,6-dione CC1=NN=CN1C1=CC=CC(=N1)N1CCN(CC1)CC1=CC=C(CC=2C=3C4=C(C(N(C4=CC2)C2C(NC(CC2)=O)=O)=O)C=CC3)C=C1